ClC=1N(C(C2=CC(=CC(=C2C1)[C@@H](C)NC1=C(C(=O)OC)C=C(C=C1)F)C)=O)C methyl (R)-2-((1-(3-chloro-2,7-dimethyl-1-oxo-1,2-dihydroisoquinolin-5-yl)ethyl)amino)-5-fluorobenzoate